C(#N)C1=CC=C(C=C1)C1=NOC(=N1)N1CCC(CC1)C(=O)O 1-(3-(4-Cyanophenyl)-1,2,4-oxadiazol-5-yl)piperidine-4-carboxylic acid